C(=O)O.CN1N=NC2=C1C=CC(=C2C)C(CC(=O)O)C=2C=C1C(CCC1=CC2)N2CC(OC1=C(C2)C=CC(=C1)C)(C)C 3-(1,4-Dimethyl-1H-benzo[d][1,2,3]triazol-5-yl)-3-(3-(2,2,8-trimethyl-2,3-dihydrobenzo[f][1,4]oxazepin-4(5H)-yl)-2,3-dihydro-1H-inden-5-yl)propanoic acid, formic acid salt